CC1=C2C=C(N(C2=CC=C1CN1CCC2(CN(C2)C2=NC=NC3=CC=C(C=C23)CC(F)(F)F)CC1)CCN1CCOCC1)C#N 4-Methyl-1-(2-morpholin-4-ylethyl)-5-({2-[6-(2,2,2-trifluoroethyl)quinazolin-4-yl]-2,7-diazaspiro[3.5]non-7-yl}methyl)-1H-indole-2-carbonitrile